CN[C@@H]([C@H](NC)C1=CC=CC=C1)C1=CC=CC=C1 (1R,2R)-N,N'-dimethyl-1,2-diphenyl-1,2-ethylenediamine